COC1=C(CN2[C@@H](C=3N(CC2)C(=NN3)C=3SC2=C(N3)C=CC(=C2)C#N)C)C=CC(=C1)OC (R)-2-(7-(2,4-dimethoxybenzyl)-8-methyl-5,6,7,8-tetrahydro-[1,2,4]triazolo[4,3-a]pyrazin-3-yl)benzo[d]thiazol-6-carbonitrile